N-propyl-N'-ethylphenyl-urea C(CC)N(C(=O)NCC)C1=CC=CC=C1